ClC1=CNC=2C3=C(C=CC12)CN(S(N3)(=O)=O)C=3C=NC=CC3 7-chloro-3-(pyridin-3-yl)-1,3,4,9-tetrahydro-[1,2,6]thiadiazino[4,3-g]indole 2,2-dioxide